C(CCCC)N(CCCCC)CC N,N-dipentyl-monoethyl-amine